8-((R)-methylsulfinyl)-3-(1-(2,2,3,3,3-pentafluoropropyl)-1H-pyrazol-4-yl)-2-(trifluoromethyl)-4H-pyrido[1,2-a]pyrimidin-4-one C[S@@](=O)C1=CC=2N(C(C(=C(N2)C(F)(F)F)C=2C=NN(C2)CC(C(F)(F)F)(F)F)=O)C=C1